7-(trifluoromethyl)imidazo[1,5-a]Pyridine-1-carboxylic acid ethyl ester C(C)OC(=O)C=1N=CN2C1C=C(C=C2)C(F)(F)F